C(C)NC1C(NCCN1C(=O)C=1NC2=CC=C(C=C2C1)O)C1=NC=CC=C1 3-(Ethyl-amino)-2-[pyridinyl]-4-[(5-hydroxy-2-indolyl)carbonyl]piperazine